ClS(=O)(=O)C=1C=C(N(C1)C)C(=O)OC methyl 4-(chlorosulfonyl)-1-methyl-1H-pyrrole-2-carboxylate